1-(4-amino-2-((3,3,3-trifluoropropoxy)methyl)-1H-imidazo[4,5-c]quinolin-1-yl)-2-methylpropan-2-ol NC1=NC=2C=CC=CC2C2=C1N=C(N2CC(C)(O)C)COCCC(F)(F)F